(R)-tert-butyl (3-(4-((1H-imidazol-2-yl)amino)-2-(N,N-dibenzylsulfamoyl)-3-(2-(4-methoxybenzyl)-2H-tetrazol-5-yl)phenylsulfonamido)-2-((tertbutyldimethylsilyl)oxy)propyl)carbamate N1C(=NC=C1)NC1=C(C(=C(C=C1)S(=O)(=O)NC[C@@H](CNC(OC(C)(C)C)=O)O[Si](C)(C)C(C)(C)C)S(N(CC1=CC=CC=C1)CC1=CC=CC=C1)(=O)=O)C=1N=NN(N1)CC1=CC=C(C=C1)OC